BrC1=CC2=C([C@@H](CCN(C2)C(=O)OC(C)(C)C)NC(=O)C2=NOC(=N2)C(C)(C)C)C=C1 tert-butyl (5R)-8-bromo-5-[(5-tert-butyl-1,2,4-oxadiazole-3-carbonyl)amino]-1,3,4,5-tetrahydro-2-benzazepine-2-carboxylate